ClC1=CC=C(C=C1)[C@H](CO)N1N=C(C=CC1=O)C=1C=NC(=CC1)OC(F)F (R)-2-(1-(4-chlorophenyl)-2-hydroxyethyl)-6-(6-(difluoromethoxy)pyridin-3-yl)pyridazin-3(2H)-one